1-(1-(3-(difluoro(4-(trifluoromethyl)phenyl)methyl)-1,2,4-oxadiazol-5-yl)cyclopropyl)ethan-1-one FC(C1=NOC(=N1)C1(CC1)C(C)=O)(C1=CC=C(C=C1)C(F)(F)F)F